C(C)(C)(C)OC(=O)N1CC(CC=C1B1OC(C(O1)(C)C)(C)C)C.C(C)NC(C1=CC(=NC=C1)NC=1SC=C(N1)C1=NC=CC=C1)=O N-ethyl-2-(4-(pyridin-2-yl)thiazol-2-ylamino)isonicotinamide tert-butyl-3-methyl-6-(4,4,5,5-tetramethyl-1,3,2-dioxaborolan-2-yl)-3,4-dihydro-2H-pyridine-1-carboxylate